CC=1C=CC=2C(CC(C(C2C1)(C)C)C)(C)C 3,5,5,6,8,8-hexamethyl-6,7-dihydronaphthalen